ClC1=C(C=C(C=C1)Cl)CN1OCC(C1=O)(C)C 2-[(2,5-dichlorophenyl)methyl]-4,4-dimethyl-isoxazolidinone